C(C)C=1C=C(C=CC1O)N1CCN(CC1)C(C(=O)N(C)C)C1=CC=CC=C1 2-(4-(3-Ethyl-4-hydroxyphenyl)piperazin-1-yl)-N,N-dimethyl-2-phenylacetamide